C(C1=CC=CC=C1)OC1=CC=C(C=N1)C1=CC=C(CNC(OC(C)(C)C)=O)C=C1 tert-Butyl (4-(6-(benzyloxy)pyridin-3-yl)benzyl)carbamate